CC=1C=C(C=C2C(NC(=NC12)C1=CC=2N(C=N1)C=CC2)=O)C(=O)N2CCOCC2 8-methyl-6-(morpholine-4-carbonyl)-2-pyrrolo[1,2-c]pyrimidin-3-yl-3H-quinazolin-4-one